CC(CCCC)CCCCCCCC(CCCCCCCCCCCCCCCC)C 5,13-Dimethylnonacosane